7-((3S,5S)-3,5-dimethylpiperazin-1-yl)-2-methoxy-N-(6-methoxy-2-methylpyrazolo[1,5-a]pyridin-5-yl)benzo[d]thiazole-4-carboxamide 2,2,2-trifluoroacetate FC(C(=O)O)(F)F.C[C@H]1CN(C[C@@H](N1)C)C=1C=CC(=C2N=C(SC21)OC)C(=O)NC2=CC=1N(C=C2OC)N=C(C1)C